methylene-3-(3',5'-di-t-butyl-4'-hydroxy-phenyl)propionate C=C(C(=O)[O-])CC1=CC(=C(C(=C1)C(C)(C)C)O)C(C)(C)C